FC(C1=NN(C(=C1)C)C1=NC(=CC=C1C#N)N1C=NC2=C1C=C(C(=C2)NC=2N=NC(=CC2)C)OCCN(C)C)F 2-[3-(difluoromethyl)-5-methyl-pyrazol-1-yl]-6-[6-[2-(dimethylamino)ethoxy]-5-[(6-methylpyridazin-3-yl)amino]benzimidazol-1-yl]pyridine-3-carbonitrile